ClC1=CC(=CC(=N1)N1CCN(CC1)S(=O)(=O)C1=CC=C(C=C1)C=1C(=C(C(=O)N)C=C(C1)CNCCCC1CCNCC1)OC)C(F)(F)F [4-[4-[6-chloro-4-(trifluoromethyl)-2-pyridyl]piperazin-1-yl]sulfonylphenyl]-2-methoxy-5-[[3-(4-piperidyl)propylamino]methyl]benzamide